FC1=CC(=C(C(=O)NC2=C(C=C(C(=C2)C2=NC(=NC=C2)N2C[C@H](OCC2)C)F)N2C[C@H](N(CC2)C)C)C=C1)C(F)(F)F |r| 4-fluoro-N-[4-fluoro-2-[rac-(3R)-3,4-dimethylpiperazin-1-yl]-5-[2-[rac-(2R)-2-methylmorpholin-4-yl]pyrimidin-4-yl]phenyl]-2-(trifluoromethyl)benzamide